(4S)-4-[(2-chloro-4-{[(furan-2-yl)methyl]amino}-7-methylthieno[3,2-d]pyrimidin-6-yl)methyl]-1,3-oxazinan-2-one ClC=1N=C(C2=C(N1)C(=C(S2)C[C@H]2NC(OCC2)=O)C)NCC=2OC=CC2